C1(CC1)C1=C(C=C(C(=C1)I)C)N(C(C#CC)=O)C1=CC(=C2C(=N1)OCC2)C N-(2-cyclopropyl-4-iodo-5-methylphenyl)-N-{4-methyl-2H,3H-furo[2,3-b]pyridin-6-yl}but-2-ynamide